6-(4,4,5,5-tetramethyl-1,3,2-dioxaborolan-2-yl)quinazolin-2-amine CC1(OB(OC1(C)C)C=1C=C2C=NC(=NC2=CC1)N)C